C(C1=CC=CC=C1)(=O)O[C@@H]1[C@@]23[C@@H](N(C1=O)C1=CC4=C(OCO4)C=C1)OC([C@]21[C@H](C[C@@]3(O)C(C)(C)C)OC(C1)=O)=O (3aS,5aS,8R,8aS,9R,10aS)-6-(benzo[d][1,3]dioxol-5-yl)-9-(tert-butyl)-9-hydroxy-2,4,7-trioxooctahydro-4H,9H-furo[3'',2'':2',3']cyclopenta[1',2':3,4]furo[2,3-b]pyrrol-8-yl benzoate